C(C)C=1C=CC(=C(C1)S(=O)(=O)NC1=NOC2=C1C=CC=C2C)OC 5-Ethyl-2-methoxy-N-(7-methylbenzo[d]isoxazol-3-yl)benzenesulfonamide